COC([C@@H](NI)CC1=CC=CC=C1)=O iodo-phenylalanine methyl ester